O=C(CN1C(CCCC1)=O)C1=CC=C(C=C1)C1=NOC(=N1)C(F)(F)F (2-oxo-2-(4-(5-(trifluoromethyl)-1,2,4-oxadiazol-3-yl)phenyl)ethyl)piperidin-2-one